(E)-(2,4,6-trimethoxybenzylidene)sulfamoyl fluoride COC1=C(\C=N\S(=O)(=O)F)C(=CC(=C1)OC)OC